Methyl 3-[[2-(3-cyanophenyl)-1-(6-methoxy-1,3-benzothiazol-2-yl)ethyl]sulfamoyl]benzoate C(#N)C=1C=C(C=CC1)CC(C=1SC2=C(N1)C=CC(=C2)OC)NS(=O)(=O)C=2C=C(C(=O)OC)C=CC2